tert-butyl (3aR,6aS)-5-(5-(3,5-difluorophenyl)-4,5-dihydro-1H-pyrazole-1-carbonyl)hexahydrocyclopenta[c]pyrrole-2(1H)-carboxylate FC=1C=C(C=C(C1)F)C1CC=NN1C(=O)C1C[C@@H]2[C@@H](CN(C2)C(=O)OC(C)(C)C)C1